1-methyl-1H-pyrrole-2,5-dione CN1C(C=CC1=O)=O